FC1(CCC(CC1)N(C(=O)[C@H]1N(CCC1)S(=O)(=O)C1=CC=C(C)C=C1)CC1=CC2=C(CCO2)C=C1)F (S)-1-(Toluene-4-sulfonyl)-pyrrolidine-2-carboxylic acid (4,4-difluoro-cyclohexyl)-(2,3-dihydro-benzofuran-6-ylmethyl)-amide